C(C)(C)[C@H]1CC[C@H](CC1)N1CCC2(CC1)C(NCC1=CC(=CC=C12)C)=O 1'-(cis-4-isopropyl-cyclohexyl)-7-methyl-1,2-dihydro-3H-spiro[isoquinoline-4,4'-piperidin]-3-one